1-(3-{5-[(R)-(1,3-Dimethyl-azetidin-3-yl)-hydroxy-(4-isopropyl-phenyl)-methyl]-pyridazin-3-yl}-1,1-dimethyl-prop-2-ynyl)-pyrrolidin-2-one CN1CC(C1)(C)[C@@](C=1C=C(N=NC1)C#CC(C)(C)N1C(CCC1)=O)(C1=CC=C(C=C1)C(C)C)O